2-(2H-benzotriazol-2-yl)-4-methyl-6-(2-methyl-3-(1,3,3,3-tetramethyl-1-(trimethylsilyloxy)-disiloxanyl)-propyl)phenol N=1N(N=C2C1C=CC=C2)C2=C(C(=CC(=C2)C)CC(C[Si](O[Si](C)(C)C)(O[Si](C)(C)C)C)C)O